C(C)N1C=NC2=C1N=NC=C2C=2C=CC(=C(C2)C2=CC1=C(N(C(S1)=O)CCOC)C=C2OC)F 6-(5-(7-Ethyl-7H-imidazo[4,5-c]pyridazin-4-yl)-2-fluorophenyl)-5-methoxy-3-(2-methoxyethyl)benzo[d]thiazol-2(3H)-one